NC1=NC=C(C(=N1)C(F)F)C1=NC(=NC(=N1)N1CCOCC1)N1CCN(CC1)C(CCCNC(=O)C1CCN(CC1)C(\C=C\CN(C)C)=O)=O (E)-N-(4-(4-(4-(2-amino-4-(difluoromethyl)pyrimidin-5-yl)-6-morpholino-1,3,5-triazin-2-yl)piperazin-1-yl)-4-oxobutyl)-1-(4-(dimethylamino)but-2-enoyl)piperidine-4-carboxamide